O=C1NC(CCC1NC1=CC=C(C=C1)N1CCN(CC1)C(CCC(=O)N1CCC(CC1)C#CC1=CC=C(C2=CC=CC=C12)C(C)N1CCC(CC1)C(=O)NCC1=CC(=CC=C1)F)=O)=O 1-(1-(4-((1-(4-(4-(4-((2,6-dioxopiperidin-3-yl)amino)phenyl)piperazin-1-yl)-4-oxobutanoyl)piperidin-4-yl)ethynyl)naphthalen-1-yl)ethyl)-N-(3-fluorobenzyl)piperidine-4-carboxamide